F[C@H]1CN(CC1)CCN (R)-2-(3-fluoropyrrolidin-1-yl)ethan-1-amine